N-{2-chloro-6-[4-(propan-2-yl)piperazin-1-yl]phenyl}-4-methyl-4-[5-(2,2,2-trifluoroethyl)-1,2,4-oxadiazol-3-yl]piperidine-1-carboxamide ClC1=C(C(=CC=C1)N1CCN(CC1)C(C)C)NC(=O)N1CCC(CC1)(C1=NOC(=N1)CC(F)(F)F)C